C1(CC1)C1=CC=C(C=C1)C(=O)N1CCC(CC1)=C (4-cyclopropylphenyl)(4-methylenepiperidin-1-yl)methanone